O[C@@H]1[C@H](CN(C1)C1=CC=CC(=N1)S(=O)(=O)NC1=NC(=C(C=C1)C(F)(F)F)C1=C(C=CC=C1)C)N1CCCC1 6-((3'S,4'S)-4'-hydroxy-[1,3'-bipyrrolidine]-1'-yl)-N-(6-(o-tolyl)-5-(trifluoromethyl)pyridin-2-yl)pyridine-2-sulfonamide